The molecule is a prostaglandin carboxylic acid anion that is the conjugate base of prostaglandin H1, obtained by deprotonation of the carboxy group; major species at pH 7.3. It has a role as a human xenobiotic metabolite. It is a prostaglandin carboxylic acid anion and an oxylipin anion. It derives from a prostaglandin G1(1-). It is a conjugate base of a prostaglandin H1. CCCCC[C@@H](/C=C/[C@H]1[C@H]2C[C@@H]([C@@H]1CCCCCCC(=O)[O-])OO2)O